N-allyl-1-[[5-[5-(trifluoromethyl)-1,2,4-oxadiazol-3-yl]-2-thienyl]methyl]pyrazole-4-carboxamide C(C=C)NC(=O)C=1C=NN(C1)CC=1SC(=CC1)C1=NOC(=N1)C(F)(F)F